FC(COC(=O)NC1=C(N=NN1C)C1=CC=C(C(=N1)C)O[C@@H]1C[C@H](CCC1)C(=O)O)C (1S,3S)-3-((6-(5-(((2-fluoropropoxy)carbonyl)amino)-1-methyl-1H-1,2,3-triazol-4-yl)-2-methylpyridin-3-yl)oxy)cyclohexane-1-carboxylic acid